4-((2S,4s,6S)-2-cyano-7-((5-methoxy-7-methyl-1H-indol-4-yl)methyl)-7-azaspiro[3.5]nonan-6-yl)-N-((3,3-difluorocyclobutyl)methyl)benzamide C(#N)C1CC2(C1)C[C@H](N(CC2)CC2=C1C=CNC1=C(C=C2OC)C)C2=CC=C(C(=O)NCC1CC(C1)(F)F)C=C2